ClC=1C(=C2C(=NC1C)NC(=C2)C(=O)N[C@@H]2CN[Si](CCC2)(C)C)F 5-chloro-N-[(4S)-1,1-dimethylsilazepan-4-yl]-4-fluoro-6-methyl-1H-pyrrolo[2,3-b]Pyridine-2-carboxamide